FC1=C(C(=CC=C1)F)C1=C(C(=CC=C1)F)[C@H]1[C@@H](C1)C(=O)N1C[C@H](CC1)NS(=O)(=O)C N-{(3S)-1-[(1R,2R)-2-(2',3,6'-trifluoro[1,1'-biphenyl]-2-yl)cyclopropane-1-carbonyl]pyrrolidin-3-yl}methanesulfonamide